p-Xylylen-diamin C1(=CC=C(C=C1)CN)CN